O=C1[C@@H](SCCC1)C(=O)OCC |r| ethyl rac-3-oxotetrahydro-2H-thiopyran-2-carboxylate